ClC=1C=C(CN(C(O)=O)C(C(=O)N[C@H](C(O)P(=O)(OCC)OCC)CCC(=O)N(C)C)CC(C)(C)C)C=CC1.ClC1=CC=C(OCC(=O)N)C=C1 2-(4-chlorophenoxy)acetamide 3-Chlorobenzyl-(1-(((2S)-1-(diethoxyphosphoryl)-5-(dimethylamino)-1-hydroxy-5-oxopentan-2-yl)amino)-4,4-dimethyl-1-oxopentan-2-yl)carbamate